COC=1C=C(C=CC(=O)[O-])C=C(C1OC)OC.NC1=CC=C(C=C1)C1=C2C=CC(C(=C3C=CC(=C(C=4C=CC(=C(C5=CC=C1N5)C5=CC=C(C=C5)N)N4)C4=CC=C(C=C4)N)N3)C3=CC=C(C=C3)N)=N2.[Fe+3].COC=2C=C(C=CC(=O)[O-])C=C(C2OC)OC.COC=2C=C(C=CC(=O)[O-])C=C(C2OC)OC iron (III) tetrakis(4-aminophenyl)porphyrin 3,4,5-trimethoxycinnamate